[(4aS,7aR)-3-{2-[(tert-butyldimethylsilyl)oxy]propan-2-yl}-1-methyl-octahydro-1H-cyclopenta[b]pyridin-4a-yl]methanol [Si](C)(C)(C(C)(C)C)OC(C)(C)C1C[C@@]2([C@H](N(C1)C)CCC2)CO